C(CCCCCCC)(=O)OCC(CO)(CO)CO.[Na] sodium pentaerythritol monocaprylate